OC(CS(=O)(=O)[O-])C.C[NH2+]C Dimethyl-ammonium 2-hydroxy-1-propanesulfonate